FC(C1=NC=C(C=N1)C1=CN(C=2N=CN=C(C21)N)C(CC)C=2N=NN(C2)C2=CC(=C(C=C2)F)F)F 5-[2-(Difluoromethyl)pyrimidin-5-yl]-7-{1-[1-(3,4-difluorophenyl)-1H-1,2,3-triazol-4-yl]propyl}-7H-pyrrolo[2,3-d]pyrimidin-4-amine